5-[(4R,11aS)-9-[[(2S)-Azetidin-2-yl]methoxy]-4-methyl-1,3,4,6,11,11a-hexahydropyrazino[1,2-b]isochinolin-2-yl]chinolin-8-carbonitril N1[C@@H](CC1)COC1=CC=2C[C@@H]3N(CC2C=C1)[C@@H](CN(C3)C3=C1C=CC=NC1=C(C=C3)C#N)C